N-(2-(pyrrolidin-1-yl)benzyl)-4-(trifluoromethoxy)benzenesulfonamide N1(CCCC1)C1=C(CNS(=O)(=O)C2=CC=C(C=C2)OC(F)(F)F)C=CC=C1